N-(cyclohexylmethyl)-8-hydroxy-4-oxo-4H-chromene-2-carboxamide C1(CCCCC1)CNC(=O)C=1OC2=C(C=CC=C2C(C1)=O)O